[6-(2,2-difluorocyclopropyl)-2-pyridinyl]-trimethylstannane FC1(C(C1)C1=CC=CC(=N1)[Sn](C)(C)C)F